CC1=C(C=C(C=N1)NC(OCC(C)N1CCCC1)=O)NC(=O)C=1C=NN2C1SC(=C2)C=2C=NN(C2)C 2-(pyrrolidin-1-yl)propyl (6-methyl-5-(2-(1-methyl-1H-pyrazol-4-yl)pyrazolo[5,1-b]thiazole-7-carboxamido)pyridin-3-yl)carbamate